2-(3-((1E,3E,5E,7Z)-3,7-dimethyl-9-oxo-9-(phenylamino)nona-1,3,5,7-tetraen-1-yl)-2,4,4-trimethylcyclohex-2-en-1-yl)isonicotinic acid C/C(/C=C/C1=C(C(CCC1(C)C)C=1C=C(C(=O)O)C=CN1)C)=C\C=C\C(=C/C(NC1=CC=CC=C1)=O)\C